CN(CCNC1(CC1)CCO)C 2-(1-((2-(dimethylamino)ethyl)amino)cyclopropyl)ethan-1-ol